N1C=CC=2C1=NC(=CC2)O 1H-pyrrolo[2,3-b]Pyridin-6-ol